BrC1=CC(=NC=C1)C1(CC1)C(=O)O 1-(4-bromopyridin-2-yl)cyclopropane-1-carboxylic acid